CC=1C=C(C=CC1C)C1NC2=CC=CC=C2CN1 2-(3,4-dimethylphenyl)-1,2,3,4-tetrahydroquinazoline